C1(CC1)N[C@H]1CN(CC1)C=1N=CC(=NC1)C(=O)NC1=CC2=CN(N=C2C=C1OCCOC)C (R)-5-(3-(cyclopropylamino)pyrrolidin-1-yl)-N-(6-(2-methoxyethoxy)-2-methyl-2H-indazol-5-yl)pyrazine-2-carboxamide